(E)-N-((7-chloro-5-(4-(morpholine-4-carbonyl)phenyl)benzofuran-2-yl)methyl)-3-(pyridin-2-yl)acrylamide ClC1=CC(=CC=2C=C(OC21)CNC(\C=C\C2=NC=CC=C2)=O)C2=CC=C(C=C2)C(=O)N2CCOCC2